C1(C=C2C1=CC1=CC=CC1=C2)=O cyclobuta[f]inden-1-one